Cl.N[C@@H]1CC[C@H](CC1)C(=O)OC Methyl trans-4-aminocyclohexanecarboxylate hydrochloride